C(=CC1=CC=CC=C1)C1=C(C=CC=C1)C=CC1=CC=CC=C1 Distyryl-benzene